ClC1=NC=CC=C1[C@@H](C)OC(=O)NC=1C(=NOC1C1=CC=C(C=N1)NC(=O)[C@@H]1[C@H](CCCC1)C(=O)O)C (1S,2S)-2-((6-(4-((((R)-1-(2-chloropyridin-3-yl)ethoxy)carbonyl)amino)-3-methylisoxazol-5-yl)pyridin-3-yl)carbamoyl)cyclohexane-1-carboxylic acid